5-(3-methoxyphenyl)-1H-imidazol COC=1C=C(C=CC1)C1=CN=CN1